S1SC(C=C1)=C1SSC=C1 Bidithiol